2-chloro-6-(2-(dimethylamino)ethoxy)-4-ethylpyridine-3,5-dicarbonitrile ClC1=NC(=C(C(=C1C#N)CC)C#N)OCCN(C)C